NC1=CC=C(C(C(=O)NN)=C1)C(=O)O 5-aminophthalic acid hydrazide